C(C)(C)(C)OC(=O)N[C@@H](CC1=CC=C(C=C1)OCC1=CC=CC=C1)C(=O)O N-(tert-butoxycarbonyl)-O-benzyltyrosine